C(C)(C)(C)OC(=O)N1C[C@H](CC1)OC1=CC=C(C=C1C1=CC=C(C=C1)F)C(=O)N1[C@H](CN(CC1)C(=O)C=1C=C(C=C(C1)F)OC(=O)N1CCNCC1)CC 3-((S)-4-(6-(((S)-1-(tert-butoxycarbonyl)pyrrolidin-3-yl)oxy)-4'-fluoro-[1,1'-biphenyl]-3-carbonyl)-3-ethylpiperazine-1-carbonyl)-5-fluorophenylpiperazine-1-carboxylate